FC(OC1=NC=CC(=C1)CNC(=O)NC1C[C@H]2CC(C[C@H]2C1)(F)F)F 1-[[2-(difluoromethoxy)pyridin-4-yl]methyl]-3-[(2r,3aR,6aS)-5,5-difluoro-2,3,3a,4,6,6a-hexahydro-1H-pentalen-2-yl]urea